(-)-7-(4-Bromophenyl)-2-phenyl-4,5,6,7-tetrahydropyrazolo[1,5-a]pyrimidine BrC1=CC=C(C=C1)C1CCNC=2N1N=C(C2)C2=CC=CC=C2